[Na+].C(C1=CC=CC=C1)OC(CC=C(C(=O)[O-])CCCCCC)CCCCCCCCCCC 5-(benzyloxy)-2-hexylhexadec-2-enoic acid sodium salt